NC=1C=2N(C=CN1)C(=NC2C2=C(C(=C(C=C2)OC2=CC=CC=C2)F)F)C2CCC(OC2)CO (5-(8-amino-1-(2,3-difluoro-4-phenoxyphenyl)imidazo[1,5-a]pyrazin-3-yl)tetrahydro-2H-pyran-2-yl)methanol